COC1=C2C3=C(C(=O)CC3)C(=O)OC2=C4[C@@H]5[C@H]([C@@H](O[C@@H]5OC4=C1)SC[C@@H](C(=O)NCC(=O)O)NC(=O)CC[C@@H](C(=O)O)N)O The molecule is a member of the class of aflatoxins that is 8,9-dihydro-9-hydroxyaflatoxin B1 having an S-glutathionyl moiety attached at position 8. It has a role as a xenobiotic metabolite. It is an aflatoxin, a glutathione conjugate, an aromatic ether and an organic sulfide.